CC1=CC=CC(=N1)C1=C(N=CN1)C=1C=C2C=C(C=NC2=CC1)C1=CC(=CS1)C(=O)O[C@@H]1CNCC1 [(3S)-pyrrolidin-3-yl] 5-[6-[5-(6-methyl-2-pyridyl)-1H-imidazol-4-yl]-3-quinolyl]thiophene-3-carboxylate